BrC=1C=C(C(=NC1)C1(CN(CCO1)C)O)Cl 2-(5-bromo-3-chloropyridin-2-yl)-4-methylmorpholine-2-ol